Ethyl (R)-4-chloro-1-ethyl-5-(4-methoxy-6-((1,1,1-trifluoropropan-2-yl)amino)pyridin-3-yl)-1H-pyrazole-3-carboxylate ClC=1C(=NN(C1C=1C=NC(=CC1OC)N[C@@H](C(F)(F)F)C)CC)C(=O)OCC